C12CC(C1)(C2)N2C(NCC2)=O 1-(3-bicyclo[1.1.1]pentyl)imidazolidin-2-one